C(CCCCCCC)[Sn] 1-octyl-tin